10-isopropylphenothiazine-2,7-diamine C(C)(C)N1C2=CC=C(C=C2SC=2C=CC(=CC12)N)N